ClC=1C(N(N=CC1NCC1COCCC1)C1CCN(CC1)C(C)C1=CC=C(C=C1)F)=O 4-chloro-2-[1-[1-(4-fluorophenyl)ethyl]-4-piperidyl]-5-(tetrahydropyran-3-ylmethylamino)pyridazin-3-one